3-acetyl-1,2-dimethacryloyloxypropane C(C)(=O)CC(COC(C(=C)C)=O)OC(C(=C)C)=O